6-(trifluoromethyl)-1,2-dihydropyridine-3-carboxylic acid FC(C1=CC=C(CN1)C(=O)O)(F)F